4-di-tert-butylphosphoryl-N,N-dimethylanilinium palladium dichloride [Pd](Cl)Cl.C(C)(C)(C)P(=O)(C(C)(C)C)C1=CC=C([NH+](C)C)C=C1